ClC1=C2CCCC(C2=CC(=C1)C)C=O 5-chloro-7-methyl-1,2,3,4-tetrahydronaphthalene-1-carbaldehyde